tert-butyl (5-(6-methoxypyridin-3-yl)thiazolo[5,4-d]pyrimidin-2-yl)carbamate COC1=CC=C(C=N1)C=1N=CC2=C(N1)SC(=N2)NC(OC(C)(C)C)=O